NC1=C(C(N(C(N1CC)=O)CC)=O)N=O 6-amino-1,3-diethyl-5-nitrosopyrimidine-2,4(1H,3H)-dione